FC(OC=1C=C(C=CC1OC)C=CC(=O)C1=CC=C(C=C1)N1CCC(CC1)O)F 3-[3-(Difluoromethoxy)-4-methoxyphenyl]-1-[4-(4-hydroxypiperidin-1-yl)phenyl]prop-2-en-1-one